5-bromo-N-[3-bromo-2-chloro-6-(trifluoromethoxy)phenyl]pentanoic acid amide BrCCCCC(=O)NC1=C(C(=CC=C1OC(F)(F)F)Br)Cl